ClC1=NC(=C2N=CN(C2=N1)[C@@H]1[C@@H]2[C@]([C@@H]3[C@H]1OC(O3)(C)C)(C2)CF)NC(C2CC2)C2CC2 2-Chloro-N-(dicyclopropylmethyl)-9-((3aR,3bS,4aS,5R,5aS)-3b-(fluoromethyl)-2,2-dimethylhexahydrocyclopropa[3,4]cyclopenta[1,2-d][1,3]dioxol-5-yl)9H-purin-6-amine